N(=C=O)C1(CC(CC(C1)(N=C=O)C)(C)C)C 1-isocyanato-3,3,5-trimethyl-5-isocyanato-methylcyclohexane